[2-[4-[[2-iodo-1-(2,2,2-trifluoroethyl)indol-4-yl]amino]-1-piperidyl]-1-methyl-ethyl]propanoate IC=1N(C2=CC=CC(=C2C1)NC1CCN(CC1)CC(C)OC(CC)=O)CC(F)(F)F